5-bromo-8-methyl-8H-imidazo[4',5':3,4]benzo[1,2-d]thiazol-2-amine BrC=1C2=C(C3=C(N=C(S3)N)C1)N(C=N2)C